2-(5-amino-2',6'-dimethyl-[1,1'-biphenyl]-3-yl)-5-methyl-4-((3-(methylcarbamoyl)phenyl)carbamoyl)-1H-imidazole 3-oxide NC=1C=C(C=C(C1)C1=C(C=CC=C1C)C)C=1NC(=C([N+]1[O-])C(NC1=CC(=CC=C1)C(NC)=O)=O)C